NC(CC(=O)O)C1=CC=C(C=C1)O 3-amino-3-(4-hydroxyphenyl)propanoic acid